1-(4-{4-[2-(3,3-difluoroazetidin-1-yl)acetamido]-1H-1,2,3-triazol-1-yl}-3-fluorobutyl)-N-[(3-fluoropyridin-2-yl)methyl]-1H-1,2,3-triazole-4-carboxamide FC1(CN(C1)CC(=O)NC=1N=NN(C1)CC(CCN1N=NC(=C1)C(=O)NCC1=NC=CC=C1F)F)F